6-cyclopropyl-2-(2-methylphenylamino)pyridine-3-carboxamide C1(CC1)C1=CC=C(C(=N1)NC1=C(C=CC=C1)C)C(=O)N